FC([C@H](C)C1=CC(=NN1)NC1=CN=C2C(=N1)N(N=C2)CC2CCOCC2)F (R)-N-(5-(1,1-difluoropropan-2-yl)-1H-pyrazol-3-yl)-1-((tetrahydro-2H-pyran-4-yl)methyl)-1H-pyrazolo[3,4-b]pyrazin-6-amine